C1=C(C=CC=2C3=CC=CC=C3CC12)S(=O)(=O)NC1=C(C=CC=C1)C#CC=1C=CC=NC1 5-{2-[2-(9H-Fluorene-2-sulfonamido)phenyl]ethynyl}pyridin